3-(pyridin-3-yl)propionic acid cyclopropylmethyl ester C1(CC1)COC(CCC=1C=NC=CC1)=O